Cl.Cl.BrC1=CC=C(N=N1)N[C@@H]1CC[C@H]2CNC[C@H]21 |o1:10,13,17| rel-(3aS,4R,6aR)-N-(6-bromo-3-pyridazinyl)octahydrocyclopenta[c]pyrrol-4-amine dihydrochloride